N1(CC1)P1(=NP(=NP(=N1)(N1CC1)N1CC1)(N1CC1)N1CC1)N(C)C 2,4,4,6,6-pentakis(aziridin-1-yl)-N,N-dimethyl-1,3,5-triaza-2λ5,4λ5,6λ5-triphosphacyclohexa-1,3,5-trien-2-amine